((6-bromonaphthalen-2-yl)methoxy)(tert-butyl)dimethylsilane BrC=1C=C2C=CC(=CC2=CC1)CO[Si](C)(C)C(C)(C)C